1-benzyl-5-(hydroxymethyl)piperidin-2-one C(C1=CC=CC=C1)N1C(CCC(C1)CO)=O